N-(5-fluoro-7-methoxy-4-(1-methyl-3-phenyl-1H-pyrazol-4-yl)quinazolin-6-yl)cyclobutanecarboxamide FC1=C2C(=NC=NC2=CC(=C1NC(=O)C1CCC1)OC)C=1C(=NN(C1)C)C1=CC=CC=C1